methyl (S)-(7-((1-((tert-butyldiphenylsilyl)oxy)hexan-3-yl)amino)-1-((6-chloro-4-methoxypyridazin-3-yl)methyl)-1H-pyrazolo[4,3-d]pyrimidin-5-yl)carbamate [Si](C1=CC=CC=C1)(C1=CC=CC=C1)(C(C)(C)C)OCC[C@H](CCC)NC=1C2=C(N=C(N1)NC(OC)=O)C=NN2CC=2N=NC(=CC2OC)Cl